(2S)-1-[2-[(3S)-3-[(6-methyl-5-quinolyl)amino]pyrrolidin-1-yl]acetyl]pyrrolidine-2-carbonitrile CC=1C(=C2C=CC=NC2=CC1)N[C@@H]1CN(CC1)CC(=O)N1[C@@H](CCC1)C#N